NC1=NC=2C=CC(=CC2C2=C1C=NN2C)C(=O)N(NC(C(F)(F)F)C)CC2=NC=C(C=C2)C(F)(F)F 4-amino-1-methyl-N'-(2,2,2-trifluoro-1-methyl-ethyl)-N-[[5-(trifluoromethyl)-2-pyridyl]methyl]pyrazolo[4,3-c]quinoline-8-carbohydrazide